BrC=1C=CC(=C2C=CC=NC12)C1=C(N=C2C(=N1)C=1C=CC=CC1C2(C)C)C2=CC=CC=1N(C3=CC=CC=C3C21)C2=CC=CC=C2 3-(8-bromoquinolin-5-yl)-9,9-dimethyl-2-(9-phenyl-9H-carbazol-4-yl)-9H-indeno[1,2-b]Pyrazine